C(C)(=O)C=1C(=NC(=C(N1)Br)N)N1[C@H](CC2(CC1)OC1=C(C2NC([O-])=O)C=CC=C1)C(C)(C)C (R)-(1'-(3-acetyl-6-amino-5-bromopyrazine-2-yl)-tert-butyl 3H-spiro[benzofuran-2,4'-piperidin]-3-yl)carbamate